{(5R)-3-[4-(6-Cyanopyridin-3-yl)-3-fluorophenyl]-4,5-dihydro-1,2-oxazol-5-yl}methyl carbamate C(N)(OC[C@H]1CC(=NO1)C1=CC(=C(C=C1)C=1C=NC(=CC1)C#N)F)=O